(S)-2-((((9H-fluoren-9-yl)methoxy)carbonyl)amino)pent-4-enoic acid C1=CC=CC=2C3=CC=CC=C3C(C12)COC(=O)N[C@H](C(=O)O)CC=C